ClC=1C=C(C=CC1)C(=O)C1=NC(=C2N1C=CC=C2)C2=CC=CC=C2 (3-chlorophenyl)(1-phenylimidazo[1,5-a]pyridin-3-yl)methanone